CC(=CC1=CC=CC=C1)CC methyl-ethyl-styrene